C(C)(=O)OC1=C(C(=C(C(C1(CC=C(C)C)CC=C(C)C)=O)C(CC(C)C)=O)O)CC=C(C)C 3-hydroxy-2,6,6-tris(3-methylbut-2-en-1-yl)-4-(3-methylbutanoyl)-5-oxocyclohexa-1,3-dien-1-yl acetate